ClC1=C2C(=NC=C1C1=CNC3=C(C=CC=C13)N1C(CN(CC1)C)=O)NC[C@@]21C[C@H](CC1)C(=O)N (1S,3S)-4'-Chloro-5'-(7-(4-methyl-2-oxopiperazin-1-yl)-1H-indol-3-yl)-1',2'-dihydrospiro[cyclopentane-1,3'-pyrrolo[2,3-b]pyridine]-3-carboxamide